C(=CCCCCCCCCCCCCCCCCC)C1=CC=C(C(=O)OC)C=C1 methyl 4-(nonadec-1-en-1-yl)benzoate